4-[4-(6,6-dimethyl-4,5,6,7-tetrahydro-1H-indazol-3-ylamino)-1H-pyrazol-1-yl]Piperidine-1-carboxylic acid tert-butyl ester C(C)(C)(C)OC(=O)N1CCC(CC1)N1N=CC(=C1)NC1=NNC=2CC(CCC12)(C)C